6-[(2,6-difluoro-4-pyridyl)amino]-N-(2,2-dimethylcyclobutyl)-[1,3]dioxolo[4,5-c]pyridine-4-carboxamide FC1=NC(=CC(=C1)NC1=CC2=C(C(=N1)C(=O)NC1C(CC1)(C)C)OCO2)F